(S)-2-(1-cyclopropyl-4-oxo-1,4-dihydro-5H-pyrazolo[3,4-d]pyridazin-5-yl)-N-(1-(p-tolyl)ethyl)acetamide C1(CC1)N1N=CC2=C1C=NN(C2=O)CC(=O)N[C@@H](C)C2=CC=C(C=C2)C